2-chloro-2'-(1-methyltriazol-4-yl)-6'-phenyl-spiro[4,5-dihydrothieno[2,3-c]pyran-7,4'-piperidin]-4-ol ClC1=CC2=C(S1)C1(CC(NC(C1)C1=CC=CC=C1)C=1N=NN(C1)C)OCC2O